cyanatopropylphenyldimethoxysilan O(C#N)CCC[Si](OC)(OC)C1=CC=CC=C1